NC1=CC=C(OC2=C3C(=NC=C2)N(N=C3NC[C@H](C)O)CC3=CC=C(C=C3)OC)C=C1 (S)-1-((4-(4-aminophenoxy)-1-(4-methoxybenzyl)-1H-pyrazolo[3,4-b]pyridin-3-yl)amino)propan-2-ol